(phenylenedi(2,2-propylene)diphenylene)bismaleimide C1(=C(C=CC=C1)C(C)(C)C1=C(C=CC=C1)C=1C(=O)NC(C1)=O)C(C)(C)C1=C(C=CC=C1)C=1C(=O)NC(C1)=O